2-((1R,2S)-1-(2-chloro-5-fluorophenyl)-1-(1-(1-cyano-2-methylpropan-2-yl)-1H-pyrazol-4-yl)propan-2-yl)-5-hydroxy-N-(isoxazol-4-yl)-1-methyl-6-oxo-1,6-dihydropyrimidine-4-carboxamide ClC1=C(C=C(C=C1)F)[C@H]([C@H](C)C=1N(C(C(=C(N1)C(=O)NC=1C=NOC1)O)=O)C)C=1C=NN(C1)C(CC#N)(C)C